tert-butyl 2-(2-{[1-(cyclopropanesulfonyl) piperidin-4-yl] amino}-6-(difluoromethyl) pyrido[3,4-d]pyrimidin-8-yl)-2,6-diazaspiro[3.4]octane-6-carboxylate C1(CC1)S(=O)(=O)N1CCC(CC1)NC=1N=CC2=C(N1)C(=NC(=C2)C(F)F)N2CC1(C2)CN(CC1)C(=O)OC(C)(C)C